(3-amino-6-(pyrrolidin-1-yl)-1H-pyrazolo[3,4-d]pyrimidin-1-yl)(2-chlorophenyl)methanone NC1=NN(C2=NC(=NC=C21)N2CCCC2)C(=O)C2=C(C=CC=C2)Cl